N-octylcyclohexane-1,4-diamine C(CCCCCCC)NC1CCC(CC1)N